CNC[C@H]1OCCC2=C(C=CC=C12)C(F)(F)F (S)-N-methyl-1-(5-(trifluoromethyl)isochroman-1-yl)-methanamine